CN1N=NC(N1COC1=C(C=C(C=C1)N1N=C(C(=C1C)C)C)C)=O 3-methyl-4-[[methyl-4-(3,4,5-trimethylpyrazol-1-yl)phenoxy]methyl]tetrazol-5-one